N-[(2,4-dimethoxyphenyl)methyl]-4-{4-[(4-methoxyphenyl)methyl]-4H-1,2,4-triazol-3-yl}-1-methyl-1H-pyrazolo[4,3-c]pyridine-6-carboxamide COC1=C(C=CC(=C1)OC)CNC(=O)C1=CC2=C(C(=N1)C1=NN=CN1CC1=CC=C(C=C1)OC)C=NN2C